ethyl 4-({2-[2-(2,2-difluoroethoxy)phenyl]-6-methyl-3-oxo-2,3-dihydropyridazine-4-carbonyl}amino)benzoate FC(COC1=C(C=CC=C1)N1N=C(C=C(C1=O)C(=O)NC1=CC=C(C(=O)OCC)C=C1)C)F